CN(CCSCC1=CC=C(C=C1)[N+](=O)[O-])C dimethyl(2-{[(4-nitrophenyl)methyl]sulfanyl}ethyl)amine